NC1=C(C(=O)O)C=CC(=C1Cl)Br 2-amino-4-bromo-3-chloro-benzoic acid